4-((tert-butoxycarbonyl)amino)-2-fluorobut-2-enoic acid ethyl ester C(C)OC(C(=CCNC(=O)OC(C)(C)C)F)=O